N-(ethoxycarbonyl)methyl-3-aminopropylmethyldimethoxysilane C(C)OC(=O)CNCCC[Si](OC)(OC)C